C(C)(C)OC1=NC=CC=C1CN1[C@@H](CCN2C1=NC(=CC2=O)N2[C@@H](COCC2)C)C(F)(F)F (S)-9-(2-Isopropoxy-pyridin-3-ylmethyl)-2-((R)-3-methyl-morpholin-4-yl)-8-trifluoromethyl-6,7,8,9-tetrahydro-pyrimido[1,2-a]-pyrimidin-4-one